3-methoxyl-benzonitrile O(C)C=1C=C(C#N)C=CC1